ClC1=CC=CC(=N1)C(CN)C=1C(=NN(C1COC)C)C 2-(6-chloro-2-pyridyl)-2-[5-(methoxymethyl)-1,3-dimethyl-pyrazol-4-yl]ethanamine